(S)-N-(5-chloro-3-methyl-1H-pyrazol-4-yl)-4-(5-chloro-6-(2-hydroxypropan-2-yl)pyridin-2-yl)-5-fluoro-2-((1,1,1-trifluoropropan-2-yl)oxy)benzamide ClC1=C(C(=NN1)C)NC(C1=C(C=C(C(=C1)F)C1=NC(=C(C=C1)Cl)C(C)(C)O)O[C@H](C(F)(F)F)C)=O